ethyl 3-[tert-butyl(dimethyl)silyl]oxy-2-diazobut-3-enoate [Si](C)(C)(C(C)(C)C)OC(C(C(=O)OCC)=[N+]=[N-])=C